[Si](C1=CC=CC=C1)(C1=CC=CC=C1)(C(C)(C)C)OCC1(CC1)CC1=C(N=C(S1)NC)C(=O)OCC ethyl 5-[(1-{[(tert-butyldiphenylsilyl)oxy]methyl}cyclopropyl)methyl]-2-(methylamino)-1,3-thiazole-4-carboxylate